C1(CC1)OC=1C(=CC=C2C(=NC(=NC12)OC[C@H]1N(CCC1)C)C1N(C(CNC1)OC)C(=O)[O-])C1=C2C=NNC2=CC=C1C 8-cyclopropoxy-6-methoxy-7-(5-methyl-1H-indazol-4-yl)-2-((((S)-1-methylpyrrolidin-2-yl)methoxy)quinazolin-4-yl)piperazin-1-carboxylate